(1-(6-(6-fluoropyridin-3-yl)-2-(pyridin-3-yl)pyrimidin-4-yl)piperidin-4-yl)methanol (R)-(5-nitro-7-sulfamoyl-3,4-dihydro-2H-benzo[b][1,4]thiazin-3-yl)methyl-methanesulfonate [N+](=O)([O-])C1=CC(=CC=2SC[C@H](NC21)CCS(=O)(=O)OCC2CCN(CC2)C2=NC(=NC(=C2)C=2C=NC(=CC2)F)C=2C=NC=CC2)S(N)(=O)=O